C(CCCCC)N(C([C@@H](NC(CCCCCCCCCCC)=O)CCC(=O)O)=O)CCCCCC N-lauroyl-glutamic acid dihexyl amide